N-((2-(6-((((cis)-3-(dimethylamino)cyclobutyl)methyl)amino)pyridin-2-yl)-1,6-naphthyridin-7-yl)methyl)-5-(methylsulfonyl)nicotinamide CN([C@H]1C[C@H](C1)CNC1=CC=CC(=N1)C1=NC2=CC(=NC=C2C=C1)CNC(C1=CN=CC(=C1)S(=O)(=O)C)=O)C